tert-butyl N-[(5S)-5-amino-6-(6-benzyloxyhexylamino)-6-oxo-hexyl]carbamate N[C@@H](CCCCNC(OC(C)(C)C)=O)C(=O)NCCCCCCOCC1=CC=CC=C1